FC(C(=O)O)(F)F.FC(C(=O)O)(F)F.NC1=CC=C(C(=N1)C)CNC([C@H](CCC(=O)N)NC(=O)[C@@H]1NC[C@H](C1)CC1=CC=CC=C1)=O (S)-N1-((6-Amino-2-methylpyridin-3-yl)methyl)-2-((2R,4S)-4-benzylpyrrolidine-2-carboxamido)pentanediamide Di-trifluoroacetate salt